4-methyl-1-thiophenol CC=1C=CS(C1)O